2-[2-[4-[(3,5-dichloro-2-pyridinyl)oxy]phenoxy]-1-oxopropyl]isoxazolidine (S)-quinuclidin-3-yl-(7-(2-ethoxyphenyl)-1,2,3,4-tetrahydronaphthalen-1-yl)carbamate N12CC(C(CC1)CC2)N(C(O)=O)[C@H]2CCCC1=CC=C(C=C21)C2=C(C=CC=C2)OCC.ClC=2C(=NC=C(C2)Cl)OC2=CC=C(OC(C(=O)N1OCCC1)C)C=C2